(S)-8-(2-amino-6-((R)-2,2,2-trifluoro-1-(2-(3-methyl-1H-pyrazol-1-yl)-4-(propoxycarbonyl)phenyl)ethoxy)pyrimidin-4-yl)-2,8-diazaspiro[4.5]decane-3-carboxylic acid NC1=NC(=CC(=N1)N1CCC2(C[C@H](NC2)C(=O)O)CC1)O[C@@H](C(F)(F)F)C1=C(C=C(C=C1)C(=O)OCCC)N1N=C(C=C1)C